2-(2-Nitrophenyl)-2,8-diazaspiro[4.5]decane-8-carboxylic acid tert-butyl ester C(C)(C)(C)OC(=O)N1CCC2(CCN(C2)C2=C(C=CC=C2)[N+](=O)[O-])CC1